CN(C)C=1C2=C(N=CN1)N(C1=C2C=CS1)[C@H]1[C@H](O)[C@H](O)[C@H](O1)CO 4-(N,N-dimethylamino)-8-(β-D-ribofuranosyl)-8H-thieno[3',2':4,5]pyrrolo[2,3-d]pyrimidine